N1N=CC=2N=CN=C(C21)NCC2=CC=C(C=C2)P(OCC)(OCC)=O diethyl 4-([1H-pyrazolo[4,3-d]pyrimidin-7-ylamino]methyl)phenylphosphonate